C(N)(=O)C1C=C(CCN1C(=O)[O-])C 6-carbamoyl-4-methyl-3,6-dihydro-2H-pyridine-1-carboxylate